FC(C=1C=NN(C1)C1=CC=C(C=N1)S(=O)(=O)N1CCCN2N=CC3=CC=CC1=C23)(F)F 1-((6-(4-(TRIFLUOROMETHYL)-1H-PYRAZOL-1-YL)PYRIDIN-3-YL)SULFONYL)-1,2,3,4-TETRAHYDRO-[1,4]DIAZEPINO[3,2,1-HI]INDAZOLE